NC1=C(C=C(C=N1)C=1C=C2N(N1)CC[C@]21CN(CC1)C(=O)NC1(CCC1)C1=CC=CC=C1)C(NC)=O |r| (rac)-2'-[6-amino-5-(methylcarbamoyl)pyridin-3-yl]-N-(1-phenylcyclobutyl)-5',6'-dihydrospiro[pyrrolidine-3,4'-pyrrolo[1,2-b]pyrazole]-1-carboxamide